methyl 2-chloro-5-methoxynicotinate ClC1=C(C(=O)OC)C=C(C=N1)OC